6-methoxybenzothiazol-2(3H)-one COC1=CC2=C(NC(S2)=O)C=C1